C(C1CO1)OC1=CC=C(C=C)C=C1 4-(glycidoxy)-styrene